ClC1=NC=CC(=C1)C#CC=1N(C(=C(N1)C#N)C=1C=NC(=CC1)C)C 2-[2-(2-Chloro-4-pyridinyl)ethynyl]-1-methyl-5-(6-methyl-3-pyridinyl)imidazole-4-carbonitrile